CC(=C)[C@H]1CC[C@](OC(=O)C1)(C)O The molecule is a (4S)-7-hydroxy-4-isopropenyl-7-methyloxepan-2-one that has R configuration at position 7. It derives from a (1R,4S)-1-hydroxylimonen-2-one. It is an enantiomer of a (4R,7S)-7-hydroxy-4-isopropenyl-7-methyloxepan-2-one.